CN1C(=NN=C1)SC(C)C=1C=CC(=C(C1)NC(C1=NC(=CC=C1)C(F)(F)F)=O)OC(F)(F)F N-(5-(1-((4-methyl-4H-1,2,4-triazol-3-yl)thio)ethyl)-2-(trifluoromethoxy)phenyl)-6-(trifluoromethyl)picolinamide